N(N)(Br)Br hydrazonobromide